2,3,4,5-tetrahydropyrido[3,4-f][1,4]oxazepine-9-Formonitrile O1CCNCC2=C1C(=CN=C2)C#N